C(C)(C)(C)BPC (S)-t-butylmethylphosphino-borane